1-(3-chlorophenyl)-2,4-dimethyl-1H-imidazole-5-carboxylic acid ethyl ester C(C)OC(=O)C1=C(N=C(N1C1=CC(=CC=C1)Cl)C)C